lithium perfluoro silicate [Si](OF)([O-])([O-])[O-].[Li+].[Li+].[Li+]